Ethyloctadec-9-enoate C(C)OC(CCCCCCCC=CCCCCCCCC)=O